FC=1C=C(C=CC1F)CO (3,4-difluorophenyl)methanol